NC1=NC(=C2NN=NC2=N1)N 8-aza-2,6-diaminopurine